COC=1C(=NC=CC1[C@H]1[C@@H](O[C@@]([C@H]1C)(C(F)(F)F)C)C(=O)NC1=CC(=NC=C1)C(=O)N)C (2R,3S,4S,5S)-4-[[3-(3-Methoxy-2-methyl-4-pyridyl)-4,5-dimethyl-5-(trifluoromethyl)tetrahydrofuran-2-carbonyl]amino]pyridin-2-carboxamid